CNC1(CC1)C1=NN(C=C1)C methyl-1-(1-methylpyrazol-3-yl)cyclopropylamine